(R)-5-((6-(4H-1,2,4-triazol-4-yl)pyridin-3-yl)ethynyl)-4-fluoro-2-(3-(methoxymethyl)-4-(pyrimidin-4-yl)piperazin-1-yl)pyrimidine-1-carboxylate N=1N=CN(C1)C1=CC=C(C=N1)C#CC=1C(=N[C@@H](N(C1)C(=O)[O-])N1CC(N(CC1)C1=NC=NC=C1)COC)F